NC1=NC=CC(=C1)N1C(OC=2C=NC(=CC21)C2=C(C=CC(=C2)Cl)F)=O 1-(2-aminopyridin-4-yl)-6-(5-chloro-2-fluorophenyl)-1H,2H-[1,3]oxazolo[5,4-c]pyridin-2-one